5-(1-(dicyclopropylmethyl)-5-(3,5-dimethylisoxazol-4-yl)-1H-pyrrolo[2,3-b]pyridin-3-yl)-4-methoxypicolinic acid C1(CC1)C(N1C=C(C=2C1=NC=C(C2)C=2C(=NOC2C)C)C=2C(=CC(=NC2)C(=O)O)OC)C2CC2